benzyl 8-fluoro-2-azabicyclo[5.1.0]oct-5-ene-2-carboxylate FC1C2C=CCCN(C12)C(=O)OCC1=CC=CC=C1